Nitro-3,4-dihydro-2H-spiro-[naphthalene-1,9'-xanthene] [N+](=O)([O-])C1=CC=CC=2OC3=CC=CC=C3C3(C12)CCCC1=CC=CC=C13